4-((6-aminopurin-9-yl)methyl)phenylboronic acid NC1=C2N=CN(C2=NC=N1)CC1=CC=C(C=C1)B(O)O